dl-1,1-dimethyl-2-propynyl allylphosphonate C(C=C)P(OC(C#C)(C)C)([O-])=O